2-(4-fluorophenyl)-N-(2,2,2-trifluoroethyl)-5-(trifluoromethyl)-1H-pyrrolo[2,3-b]pyridin-4-amine FC1=CC=C(C=C1)C1=CC2=C(N=CC(=C2NCC(F)(F)F)C(F)(F)F)N1